(1S,3S)-3-((2-(5-Chloro-3-(((5-(cyclobutylmethyl)-1,2,4-oxadiazol-3-yl)amino)methyl)thiophen-2-yl)-4-cyano Methyl pyrimidin-5-yl)oxy)cyclohexanecarboxylate ClC1=CC(=C(S1)C1=NC=C(C(=N1)CC#N)O[C@@H]1C[C@H](CCC1)C(=O)[O-])CNC1=NOC(=N1)CC1CCC1